COC1=CC(=C(C=C1OC)CC)[N+](=O)[O-] 1-(4,5-dimethoxy-2-nitrophenyl)ethane